[F-].C(CCCCCCC)[NH+]1C(CCCC1)CC 1-octyl-2-ethylpiperidinium fluoride